1-Benzyl-3-phenyl-1H-2,1-benzothiazin-4(3H)-on-2,2-dioxid C(C1=CC=CC=C1)N1S(C(C(C2=C1C=CC=C2)=O)C2=CC=CC=C2)(=O)=O